(1S,2R,3R,5R)-3-((S)-(3,4-dichlorophenyl)(hydroxy)methyl)-5-((E)-6-hydrazineylidene-3,6-dihydro-9H-purin-9-yl)cyclopentane-1,2-diol ClC=1C=C(C=CC1Cl)[C@H]([C@@H]1[C@H]([C@H]([C@@H](C1)N1C=2NC=N/C(/C2N=C1)=N/N)O)O)O